(2R)-3-(2-amino-5-chloro-4-methoxycarbonyl-phenyl)thio-2-(tert-butoxycarbonylamino)propionic acid NC1=C(C=C(C(=C1)C(=O)OC)Cl)SC[C@@H](C(=O)O)NC(=O)OC(C)(C)C